(2-{5-(benzyloxy)-2-[(5-cyano-1,2-dimethyl-1H-pyrrol-3-yl)amino]phenoxy}ethyl)piperidine-1-carboxylic acid tert-butyl ester C(C)(C)(C)OC(=O)N1C(CCCC1)CCOC1=C(C=CC(=C1)OCC1=CC=CC=C1)NC1=C(N(C(=C1)C#N)C)C